CN1N=CC(=C1C)C=1C=CC=2N=CN=C(C2N1)N1CC2(C3=CC(=CC=C13)C(=O)N)CCCCC2 1'-(6-(1,5-dimethyl-1H-pyrazol-4-yl)pyrido[3,2-d]pyrimidin-4-yl)spiro[cyclohexane-1,3'-indoline]-5'-carboxamide